C1(CCCC1)N1N=CC(=C1)C1=CC(=NC=C1)N 4-(1-Cyclopentyl-1H-pyrazol-4-yl)pyridin-2-amine